CN(CC(=O)N)C1COC1 2-[methyl-(oxetan-3-yl)amino]acetamide